1,3,2-dioxaphosphocine O1POCC=CC=C1